CN(CCC(=C)C1=CC=CC=C1)C N,N-dimethyl-3-phenylbut-3-en-1-amine